NC1=NC=C(C2=C1N=C(N=C2)C=2C=C(C=CC2)C#C[C@]2(C(N(CC2)C)=O)O)C=2C=NC(=CC2)C(F)(F)F (R)-3-[2-[3-[8-Amino-5-[6-(trifluoromethyl)-3-pyridyl]pyrido[3,4-d]pyrimidin-2-yl]phenyl]ethynyl]-3-hydroxy-1-methyl-pyrrolidin-2-one